C(#N)C1=CC=C(C=C1)C=1C=C2C(=NC1N1CCOCC1)C=CN2C[C@H]2CN(CC2)C(=O)OC(C)(C)C tert-butyl (3S)-3-[[6-(4-cyanophenyl)-5-morpholin-4-ylpyrrolo[3,2-b]pyridin-1-yl]methyl]pyrrolidine-1-carboxylate